(2R,3S,4S,5R,6R)-2-(hydroxymethyl)-6-[(2R,3S,4R,5R)-4,5,6-trihydroxy-2-(hydroxymethyl)oxan-3-yl]oxyoxane-3,4,5-triol OC[C@H]1O[C@@H]([C@@H]([C@H]([C@@H]1O)O)O)O[C@@H]1[C@H](OC([C@@H]([C@H]1O)O)O)CO